(1S,3S,5R)-N-((R)-1-(4-carbamimidoylthiophen-2-yl)ethyl)-2-((9,9-difluoro-9H-fluorene-3-carbonyl)glycyl)-5-((2-(dimethylamino)ethoxy)methyl)-2-azabicyclo[3.1.0]hexane-3-carboxamide C(N)(=N)C=1C=C(SC1)[C@@H](C)NC(=O)[C@H]1N([C@H]2C[C@]2(C1)COCCN(C)C)C(CNC(=O)C=1C=CC=2C(C3=CC=CC=C3C2C1)(F)F)=O